2-(4-methylphenyl)-N-(6-oxo-1-phenyl-1,6-dihydropyridin-3-yl)acetamide CC1=CC=C(C=C1)CC(=O)NC1=CN(C(C=C1)=O)C1=CC=CC=C1